OC12CC(CC3OC3C3OC3C(OCC(C=CC=C(C=CC=CCCC(C(C(C1O)O)C(=O)O)O2)C)C)=O)O 1,3,27,28-tetrahydroxy-14,18-dimethyl-11-oxo-6,9,12,29-tetraoxatetracyclo[23.3.1.05,7.08,10]nonacosa-15,17,19,21-tetraene-26-carboxylic acid